6-Chloro-4-(isopropylamino)pyridine-3-carboxylic acid ClC1=CC(=C(C=N1)C(=O)O)NC(C)C